2-((2S,3R)-3-((tert-butyldimethylsilyl)oxy)-3-(3,5-dimethoxy-4-methylphenyl)-2-phenethoxypropyl)-2H-indazole-7-carboxylic acid [Si](C)(C)(C(C)(C)C)O[C@@H]([C@H](CN1N=C2C(=CC=CC2=C1)C(=O)O)OCCC1=CC=CC=C1)C1=CC(=C(C(=C1)OC)C)OC